(5-acetyl-7-ethyl-6-oxo-5,6-dihydro-1,5-naphthyridin-3-yl)acetic acid methyl ester COC(CC=1C=NC=2C=C(C(N(C2C1)C(C)=O)=O)CC)=O